3-carboxymethyl-1-adamantanecarboxylic acid C(=O)(O)CC12CC3(CC(CC(C1)C3)C2)C(=O)O